(R)-N-(1-(4-((4-amino-7-methyl-5-(4-phenoxyphenyl)-7H-pyrrolo[2,3-d]pyrimidin-6-yl)ethynyl)piperidin-1-yl)-1-oxopropan-2-yl)acrylamide NC=1C2=C(N=CN1)N(C(=C2C2=CC=C(C=C2)OC2=CC=CC=C2)C#CC2CCN(CC2)C([C@@H](C)NC(C=C)=O)=O)C